N[C@@H](CC(=O)N1[C@@H](C2CCC1C2)C#N)CC2=CC(=CC(=C2)F)F Exo-(2S)-3-[(3R)-3-amino-4-(3,5-difluorophenyl)butanoyl]-3-azabicyclo[2.2.1]heptane-2-carbonitrile